N-(5-(2-(((1r,4r)-4-(dimethylamino)cyclohexyl)amino)-8-isopropyl-7-oxo-7,8-dihydropyrido[2,3-d]pyrimidin-6-yl)pyridin-2-yl)-1-(1-methyl-1H-pyrazol-3-yl)methanesulfonamide CN(C1CCC(CC1)NC=1N=CC2=C(N1)N(C(C(=C2)C=2C=CC(=NC2)NS(=O)(=O)CC2=NN(C=C2)C)=O)C(C)C)C